C1(=CC=CC=C1)[B-](C1=CC=CC=C1)(C1=CC=CC=C1)C1=CC=CC=C1.N12CCCN=C2NCCC1 1,5,7-triazabicyclo[4.4.0]dec-5-ene tetraphenyl-borate